5-[2-(4-hydroxyphenyl)ethyl]-2-methoxyphenol OC1=CC=C(C=C1)CCC=1C=CC(=C(C1)O)OC